F[C@H]1C[C@H](N2N=C(N=C21)C(=O)C2COCC2)C2=CC=CC=C2 |r| [rac-(5S,7S)-7-Fluoro-5-phenyl-6,7-dihydro-5H-pyrrolo[1,2-b][1,2,4]triazol-2-yl]-tetrahydrofuran-3-yl-methanon